FC1=C(C=NN1C)N(S(=O)(=O)NC(OC(C)(C)C)=O)C1CCN(CC1)C tert-butyl N-[(5-fluoro-1-methyl-1H-pyrazol-4-yl)(1-methylpiperidin-4-yl)sulfamoyl]carbamate